BrC1=CC2=C(N=C(N=C2)N[C@@H]2CN(CCC2)C(=O)OC(C)(C)C)N(C1=O)C tert-butyl (3S)-3-((6-bromo-8-methyl-7-oxo-pyrido[2,3-d]pyrimidin-2-yl)amino)piperidine-1-carboxylate